FC1=NC=CC(=C1F)CCC(=O)O 2,3-difluoro-4-pyridinepropionic acid